CC1=CC(=CC2=C1O[C@](CC2)(C)CCC[C@H](C)CCC[C@H](C)CCCC(C)C)O (R,R,R)-delta-tocopherol